2,5-dibromo-1-chloro-3-nitrobenzene BrC1=C(C=C(C=C1[N+](=O)[O-])Br)Cl